N-methyl-N-(tert-butyldimethylsilyl)trifluoroacetamide CC(C)(C)[Si](C)(C)N(C)C(=O)C(F)(F)F